C(C1=CC=CC=C1)OCC1(N(CC1)C(=O)OC(C)(C)C)C(=O)OC 1-(tert-butyl) 2-methyl 2-((benzyloxy)methyl)azetidine-1,2-dicarboxylate